CN1C(=O)CN=C(C2=C1C=CC(=C2)Cl)C3=CC=CC=C3 diazepin